2-((3'-(4-Cyano-2-fluorobenzyloxy)-2-fluorobiphenyl-4-yl)methyl)-1-((tetrahydrofuran-2-yl)methyl)-1H-benzo[d]imidazol C(#N)C1=CC(=C(COC=2C=C(C=CC2)C2=C(C=C(C=C2)CC2=NC3=C(N2CC2OCCC2)C=CC=C3)F)C=C1)F